tert-butyl 2-((3',5'-difluoro-2'-(7-methoxy-7-oxoheptyl)-[1,1'-biphenyl]-3-yl)methyl)-3-(ethylsulfonamido)pyrrolidine-1-carboxylate FC=1C(=C(C=C(C1)F)C1=CC(=CC=C1)CC1N(CCC1NS(=O)(=O)CC)C(=O)OC(C)(C)C)CCCCCCC(=O)OC